CN(C=1N=C(N(N1)C1=NC=CC=N1)[C@H](C)NC(C1=CC(=CC(=C1)C(F)(F)F)C(F)(F)F)=O)C N-[(1S)-1-[5-(dimethylamino)-2-pyrimidin-2-yl-1,2,4-triazol-3-yl]ethyl]-3,5-bis(trifluoromethyl)benzamide